CC1(S(N(C2=C(C1(C)C)C=CC=C2)C=2C=NC1=CC=CC=C1C2)(=O)=O)C 3,3,4,4-tetramethyl-1-(quinolin-3-yl)-3,4-dihydro-1H-2,1-benzothiazine 2,2-dioxide